ClC1=C(C(=C(C(=N1)C(=O)NC=1C=C2C(=NNC2=CC1)C=1C=NOC1)C)C)C#N 6-chloro-5-cyano-N-(3-(isoxazol-4-yl)-1H-indazol-5-yl)-3,4-dimethylpicolinamide